4-amino-7-fluoro-N-[(3S)-6-(3-fluoro-1-bicyclo[1.1.1]pentanyl)-2,3-dihydrobenzofuran-3-yl]-N-methyl-imidazo[1,5-a]quinoxaline-8-carboxamide NC=1C=2N(C3=CC(=C(C=C3N1)F)C(=O)N(C)[C@@H]1COC3=C1C=CC(=C3)C31CC(C3)(C1)F)C=NC2